1-benzyl-3-(3-azidopropyl)-imidazole bromine salt [Br].C(C1=CC=CC=C1)N1CN(C=C1)CCCN=[N+]=[N-]